ClC1=C(N=CN1C)C1=C(C=C(C=C1)F)C=1N=C2N(C=CC(=C2)C(=O)NC23COC(C2)(C3)C)C1C#N 2-(2-(5-chloro-1-methyl-1H-imidazol-4-yl)-5-fluorophenyl)-3-cyano-N-(1-methyl-2-oxabicyclo[2.1.1]hexan-4-yl)imidazo[1,2-a]pyridine-7-carboxamide